benzyl (1-(((S)-1-amino-1-oxo-3-((S)-2-oxopiperidin-3-yl)propan-2-yl)amino)-3-(1-methylcyclopropyl)-1-oxopropan-2-yl)carbamate NC([C@H](C[C@H]1C(NCCC1)=O)NC(C(CC1(CC1)C)NC(OCC1=CC=CC=C1)=O)=O)=O